CYCLOHEXANECARBOXALDEHYDE C1(CCCCC1)C=O